(4-fluorophenyl)-3-hydroxymethyl-1-methylpiperidine FC1=CC=C(C=C1)C1N(CCCC1CO)C